N1(N=NC=C1)C[C@H]1N(C[C@@H](C1)NC(=O)C=1OC(=NN1)C1=C(C=CC(=C1)C#N)C1CC1)C(=O)OC(C)(C)C tert-butyl (2S,4R)-2-((1H-1,2,3-triazol-1-yl)methyl)-4-(5-(5-cyano-2-cyclopropylphenyl)-1,3,4-oxadiazole-2-carboxamido)-pyrrolidine-1-carboxylate